(3R)-3-(4-iodophenoxy)-1-azabicyclo[2.2.2]octane IC1=CC=C(O[C@H]2CN3CCC2CC3)C=C1